OCC=1C=C(C=CC1C)NC(=O)C1CCC(CC1)N1C(C2=CC=CC(=C2C1)C)=O (1s,4s)-N-(3-(Hydroxymethyl)-4-methylphenyl)-4-(4-methyl-1-oxoisoindolin-2-yl)cyclohexane-1-carboxamide